2-(4-bromo-2-methoxy-5-(methoxy-d3)phenyl)ethan-1,1,2,2-d4-1-amine hydrochloride Cl.BrC1=CC(=C(C=C1OC([2H])([2H])[2H])C(C(N)([2H])[2H])([2H])[2H])OC